(1R,2S)-2-{3-[(5-methoxy-2-methylpyrimidin-4-yl)amino]-1H-indazol-6-yl}-5'-methylspiro[cyclopropane-1,3'-indol]-2'(1'H)-one COC=1C(=NC(=NC1)C)NC1=NNC2=CC(=CC=C12)[C@@H]1C[C@@]12C(NC1=CC=C(C=C21)C)=O